tert-Butyl 4-(4-formyl-5-((trimethylsilyl)ethynyl)-1H-pyrazol-1-yl)piperidine-1-carboxylate C(=O)C=1C=NN(C1C#C[Si](C)(C)C)C1CCN(CC1)C(=O)OC(C)(C)C